(5aS,6R,11bS)-14-methyl-3-(2-(pyridin-2-yl)ethyl)-2,3,4,5,6,7-hexahydro-6,11b-(epiminoethano)naphtho[1,2-d]azepine-5a,10(1H)-diol CN1CC[C@]23CCN(CC[C@]2([C@H]1CC1=CC=C(C=C13)O)O)CCC1=NC=CC=C1